(5S,7S)-7-((1H-pyrazolo[3,4-c]pyridin-1-yl)methyl)-3-(5-(2-hydroxypropane-2-yl)pyrazin-2-yl)-7-methyl-1-oxo-3-azaspiro[4.5]decane N1(N=CC=2C1=CN=CC2)C[C@@]2(C[C@]1(CN(CC1=O)C1=NC=C(N=C1)C(C)(C)O)CCC2)C